BrC=1C=C2CCOCC2=C(C1I)Br 6,8-dibromo-7-iodoisochromane